FC(F)C=1OC=NN1 (difluoromethyl)-1,3,4-oxadiazole